(2R,6R)-2,6-dimethylpiperazine-1,4-dicarboxylate C[C@H]1N([C@@H](CN(C1)C(=O)[O-])C)C(=O)[O-]